BrC1=CC(=C(C=C1)S(=O)(=O)N)C(C)C 4-bromo-2-(propan-2-yl)benzene-1-sulfonamide